methyl (S)-2-((2-((4-chloro-2-methoxybenzyl) oxy)-3-iodo-5,8-dihydro-1,7-naphthyridin-7(6H)-yl) methyl)-7-fluoro-1-(oxetan-2-ylmethyl)-1H-benzo[d]imidazole-6-carboxylate ClC1=CC(=C(COC2=NC=3CN(CCC3C=C2I)CC2=NC3=C(N2C[C@H]2OCC2)C(=C(C=C3)C(=O)OC)F)C=C1)OC